CN(C(CCCCCCCCCCCCC)=O)C N,N-dimethyltetradecanoic amide